ethyl 7-bromo-4-chloro-5H-pyrido[3,2-b]indole-3-carboxylate BrC=1C=CC=2C3=C(NC2C1)C(=C(C=N3)C(=O)OCC)Cl